C(CCC(=O)O)(=O)O.C(CCC(=O)O)(=O)O.C(C)OC1=C(CN2C[C@H](NCC2)C)C=C(C=C1)C(F)(F)F (R)-1-(2-ethoxy-5-(trifluoromethyl)benzyl)-3-methylpiperazine disuccinate